O=C1NC(CCC1N1C(C2=CC=CC(=C2C1=O)N[C@H](C)C1=CC(=C(C=C1)OC)F)=O)=O 2-(2,6-dioxopiperidin-3-yl)-4-(((R)-1-(3-fluoro-4-methoxyphenyl)ethyl)amino)isoindoline-1,3-dione